C(C)(=O)NC/C=C/C(=O)OCC Ethyl (E)-4-acetamidobut-2-enoate